(rac)-2-(4-methylphenyl)-3-methyl-5-(3,4-dimethoxyphenyl)imidazolium CC1=CC=C(C=C1)C=1NC(=C[N+]1C)C1=CC(=C(C=C1)OC)OC